ClC1=CC=C(CNC(=O)C=2N=NSC2NC(OC(C)(C)C)=O)C=C1 Tert-butyl [4-(4-chloro-benzylcarbamoyl)-[1,2,3]thiadiazol-5-yl]-carbamate